10-methyl-5,6,9,10-tetrahydro-4H-isoxazolo[5,4-c]pyrido[4',3':3,4]pyrazolo[1,5-a]azepine CC1CC2=NN3C(C4=C(CCC3)C=NO4)=C2C=N1